CC=1C(=C2C=NNC2=CC1)C=1C=CC=C2C(=CN=NC12)NC1CN(C1)C(C=C)=O 1-(3-((8-(5-methyl-1H-indazol-4-yl)cinnolin-4-yl)amino)azetidin-1-yl)prop-2-en-1-one